1,1'-carbonyldi-imidazole C(=O)(N1C=NC=C1)N1C=NC=C1